tert-butyl 2-(1-(ethoxycarbonyl)cyclobutyl)-2,6-dihydropyrrolo[3,4-c]pyrazole-5(4H)-carboxylate C(C)OC(=O)C1(CCC1)N1N=C2C(=C1)CN(C2)C(=O)OC(C)(C)C